C(CCC(CC(=O)N)=O)CC(CC(=O)N)=O ethylenebis(acetoacetamide)